FC1=C2CN(C(C2=CC=C1N1CC2(C1)CCC(CC2)OC2CCN(CC2)C2=NC=NC(=C2)C2=NNC1=CC=C(C=C21)OC2(CC2)C)=O)C2C(NC(CC2)=O)=O 3-(4-fluoro-5-{7-[(1-{6-[5-(1-methylcyclopropoxy)-1H-indazol-3-yl]pyrimidin-4-yl}piperidin-4-yl)oxy]-2-azaspiro[3.5]nonan-2-yl}-1-oxo-2,3-dihydro-1H-isoindol-2-yl)piperidine-2,6-dione